ethyl 4-amino-3-cyano-1-(4-((5-fluoro-2-methoxybenzamido)methyl)phenyl)-1H-pyrazole-5-carboxylate NC=1C(=NN(C1C(=O)OCC)C1=CC=C(C=C1)CNC(C1=C(C=CC(=C1)F)OC)=O)C#N